BrC1=C(N=C(C=2N1N=CC2)N2CCC1(CC2)[C@@H](C=2C(=NC(=CC2)CO[Si](C(C)C)(C(C)C)C(C)C)C1)N[S@](=O)C(C)(C)C)C (R)-N-[(5S)-1'-(7-bromo-6-methyl-pyrazolo[1,5-a]pyrazin-4-yl)-2-(triisopropylsilyloxymethyl)spiro[5,7-dihydrocyclopenta[b]pyridine-6,4'-piperidine]-5-yl]-2-methyl-propane-2-sulfinamide